(2s,4s)-2-[2-(chloromethyl)prop-2-en-1-yl]-4-(methoxymethyl)pyrrolidine-1,2-dicarboxylic acid 1-tert-butyl 2-methyl ester COC(=O)[C@@]1(N(C[C@H](C1)COC)C(=O)OC(C)(C)C)CC(=C)CCl